6-[4-amino-2-(difluoromethoxy)phenyl]-5-{3-fluoro-4-[(4-methylpyrimidin-2-yl)oxy]phenyl}-7-methyl-5H-pyrrolo[3,2-d]pyrimidin-4-amine NC1=CC(=C(C=C1)C1=C(C=2N=CN=C(C2N1C1=CC(=C(C=C1)OC1=NC=CC(=N1)C)F)N)C)OC(F)F